1-Methyl-3-(5-methyl-1,3,4-thiadiazol-2-yl)benzimidazol-2-one CN1C(N(C2=C1C=CC=C2)C=2SC(=NN2)C)=O